N1(CCCC1)C1=NC2=CC=CC=C2C=N1 2-(pyrrolidin-1-yl)quinazoline